(6,7-dichloro-5-((2-methoxyethoxy)methyl)-1,3,4,5-tetrahydro-2H-pyrido[4,3-b]indol-2-yl)(5-methoxypyrimidin-2-yl)methanone ClC1=C(C=CC=2C3=C(N(C12)COCCOC)CCN(C3)C(=O)C3=NC=C(C=N3)OC)Cl